3-chloro-2-hydroxypropyl 2,2,2-trifluoroacetate FC(C(=O)OCC(CCl)O)(F)F